C(C1=CC=CC=C1)OC1=CC2=C(N(C(O2)=O)C(C(=O)OCC(CO)(CO)N)C)C=C1Cl 2-amino-2-(hydroxymethyl)propane-1,3-diol 3-(6-(benzyloxy)-5-chloro-2-oxobenzo[d]oxazol-3(2H)-yl)propanoate